2-(2-cyano-2-(10-methylacridin-9(10H)-ylidene)acetamido)ethyl methacrylate 3-(3-(tert-butyl)-5-(5-chloro-2H-benzo[d][1,2,3]triazol-2-yl)-4-hydroxyphenyl)propyl-methacrylate C(C)(C)(C)C=1C=C(C=C(C1O)N1N=C2C(=N1)C=CC(=C2)Cl)CCCOC(C(=C)C)=O.C(C(=C)C)(=O)OCCNC(C(=C2C1=CC=CC=C1N(C=1C=CC=CC21)C)C#N)=O